P(OC1=CC(=C(C=C1)C(C)(C)C)C(C)(C)C)(OC1=CC(=C(C=C1)C(C)(C)C)C(C)(C)C)[O-] bis-(3,4-di-tert-butylphenyl) phosphite